2-((1R,2R)-1-(2-cyano-4-fluorophenyl)-1-(1-ethyl-5-methyl-1H-pyrazol-4-yl)propan-2-yl)-5-hydroxy-N-(isoxazol-4-yl)-1-methyl-6-oxo-1,6-dihydropyrimidine-4-carboxamide C(#N)C1=C(C=CC(=C1)F)[C@@H]([C@@H](C)C=1N(C(C(=C(N1)C(=O)NC=1C=NOC1)O)=O)C)C=1C=NN(C1C)CC